trans-[(S)-3-(2-Methyl-thiazol-4-yl)-isoxazolidin-2-yl]-[4-(8-methyl-[1,2,4]triazolo[1,5-a]pyridin-6-ylmethyl)-cyclohexyl]-methanone CC=1SC=C(N1)[C@H]1N(OCC1)C(=O)[C@@H]1CC[C@H](CC1)CC=1C=C(C=2N(C1)N=CN2)C